ClC1=NC=C(C=C1)C=C(F)F 2-chloro-5-(2,2-difluoroethenyl)pyridine